CC1=C(C=CC=C1COC=1C=CC(=C2CCCC12)CN1CC2(COC2)C1)C1=CC=CC=C1 6-((7-((2-methyl-[1,1'-biphenyl]-3-yl)methoxy)-2,3-dihydro-1H-inden-4-yl)methyl)-2-oxa-6-azaspiro[3.3]heptane